iso-stearic acid C(CCCCCCCCCCCCCCC(C)C)(=O)O